CC(CC)[NH+]1CCCC1 1-methyl-propylpyrrolidinium